N1C2=C(OC(C1)=O)N=CC=C2 2H-pyrido[2,3-b]-1,4-oxazin-3(4H)-one